C(#N)C(CNC=1C(=CC=C2C=CC(=CC12)C1=CC=CC(=N1)C(=O)N)OC)=C 6-{8-[(2-cyano-2-methylideneethyl)amino]-7-methoxynaphthalen-2-yl}pyridine-2-carboxamide